NC1=NC(=C2N=CN(C2=N1)CC(=O)NC1=CC(=NN1CC)C)NCC1=NC2=C(N1)C=CC(=C2)C(F)(F)F 2-(2-amino-6-(((5-trifluoromethyl-1H-benzo[d]imidazol-2-yl)methyl)amino)-9H-purin-9-yl)-N-(1-ethyl-3-methyl-1H-pyrazol-5-yl)acetamide